(E)-3-((4-((3-carboxypropyl)(methyl)amino)phenyl)diazenyl)-7-(diethylamino)-5-phenylphenazin-5-ium hexafluorophosphate F[P-](F)(F)(F)(F)F.C(=O)(O)CCCN(C1=CC=C(C=C1)/N=N/C=1C=CC2=NC3=CC=C(C=C3[N+](=C2C1)C1=CC=CC=C1)N(CC)CC)C